2-(2,6-dioxopiperidin-3-yl)-4-(2-(2-(prop-2-yn-1-yloxy)ethoxy)ethoxy)isoindoline-1,3-dione O=C1NC(CCC1N1C(C2=CC=CC(=C2C1=O)OCCOCCOCC#C)=O)=O